(R)-4-((7-chloro-1-methyl-6-(pyrazolo[1,5-a]pyridin-3-yloxy)-1H-imidazo[4,5-b]pyridin-2-yl)amino)-6-cyclopropyl-2-(tetrahydrofuran-3-yl)pyridazin-3(2H)-one ClC1=C2C(=NC=C1OC=1C=NN3C1C=CC=C3)N=C(N2C)NC=2C(N(N=C(C2)C2CC2)[C@H]2COCC2)=O